ClC=1C=C(C=C(C1OC1=CC2=C(NC(N2C2CC2)=O)C=C1)Cl)NC(=O)C1=NOC(N1)=O N-(3,5-dichloro-4-((3-cyclopropyl-2-oxo-2,3-dihydro-1H-benzo[d]imidazol-5-yl)oxy)phenyl)-5-oxo-4,5-dihydro-1,2,4-oxadiazole-3-carboxamide